[Si](C1=CC=CC=C1)(C1=CC=CC=C1)(C(C)(C)C)OC[C@@H]1CO[C@@H](CN1C(=O)OC(C)(C)C)C(NC(C)(C)C1=C(C(=CC=C1)F)Cl)=O tert-butyl (2S,5S)-5-(((tert-butyldiphenylsilyl)oxy)methyl)-2-((2-(2-chloro-3-fluorophenyl)propan-2-yl)carbamoyl)morpholine-4-carboxylate